(5-benzyl-2-hydroxy-3-pentylphenyl)propan-2-one C(C1=CC=CC=C1)C=1C=C(C(=C(C1)CC(C)=O)O)CCCCC